(S)-tert-butyl 4-(6-chloro-7-(2-fluorophenyl)-1-(3-isopropylpyridin-2-yl)-2-oxo-1,2-dihydroquinazolin-4-yl)-3-methylpiperazine-1-carboxylate ClC=1C=C2C(=NC(N(C2=CC1C1=C(C=CC=C1)F)C1=NC=CC=C1C(C)C)=O)N1[C@H](CN(CC1)C(=O)OC(C)(C)C)C